3-(3-hydroxyphenyl)-6-methoxy-2-methylquinazolin-4(3H)-one OC=1C=C(C=CC1)N1C(=NC2=CC=C(C=C2C1=O)OC)C